4-(2-Ethyl-3-nitro-2H-pyrazolo[3,4-b]pyridin-5-yl)piperazine-1-carboxylic acid tert-butyl ester C(C)(C)(C)OC(=O)N1CCN(CC1)C1=CC=2C(N=C1)=NN(C2[N+](=O)[O-])CC